C(C)(C)C1=NOC(C1)C(=O)OC methyl 3-isopropyl-4,5-dihydroisoxazole-5-carboxylate